C(C(C)C)C1=CC(=C(S1)S(=O)(=O)NC1=NC=CC=N1)C1=CC(=C(C=C1)CN1C(=NC=C1)C)C(F)(F)F 5-isobutyl-3-(4-((2-methyl-1H-imidazol-1-yl)methyl)-3-(trifluoromethyl)phenyl)-N-(pyrimidin-2-yl)thiophene-2-sulfonamide